(6-bromo-8-methoxyimidazo[1,2-a]pyridin-2-yl)((3R,3'R)-3'-hydroxy-1,4-dihydro-2H-spiro[isoquinoline-3,4'-piperidin]-1'-yl)methanone BrC=1C=C(C=2N(C1)C=C(N2)C(=O)N2C[C@H]([C@@]1(CC2)NCC2=CC=CC=C2C1)O)OC